pentafluorophenyl 3-(2,4-dicarbonyltetrahydropyrimidin-1(2H)-yl)-4-methoxybenzoate C(=O)=C1N(CCC(N1)=C=O)C=1C=C(C(=O)OC2=C(C(=C(C(=C2F)F)F)F)F)C=CC1OC